4-methyl-2-(8-methylimidazo[1,5-a]pyrazin-3-yl)thiazole CC=1N=C(SC1)C1=NC=C2N1C=CN=C2C